CC=1N=NN(N1)CC=O 2-(5-methyl-2H-tetrazol-2-yl)ethanone